N-[2-[4-[3-(3,4-dimethoxyphenyl)-1,2,4-oxadiazol-5-yl]-1-piperidyl]-2-oxo-ethyl]piperidine-1-carboxamide COC=1C=C(C=CC1OC)C1=NOC(=N1)C1CCN(CC1)C(CNC(=O)N1CCCCC1)=O